5-methoxy-1H-benzo[d]imidazol-2-ylethan-1-amine COC1=CC2=C(NC(=N2)C(C)N)C=C1